C(=O)C1=CC=C(C=C1)C=1C(=C(C=CC1)C1=C(C(=CC=C1)C1=CC=2N(C=C1)C(=NN2)C=O)C)C 7-(4''-formyl-2,2'-dimethyl-[1,1':3',1''-terphenyl]-3-yl)-[1,2,4]triazolo[4,3-a]pyridine-3-carbaldehyde